COC(=O)C1=C(N(C(C1(C)C)=O)CC1=C(C=C(C=C1)OC)OC)C1=CC=CC=C1 1-(2,4-dimethoxy-benzyl)-4,4-dimethyl-5-oxo-2-phenyl-4,5-dihydro-1H-pyrrole-3-carboxylic acid methyl ester